CC(C(=O)N)(C)N1C[C@@H](CC1)OC1=CC(=CC=C1)C(F)(F)F 2-methyl-2-((R)-3-(3-(trifluoromethyl)phenoxy)pyrrolidin-1-yl)propionamide